methyl 1-(4-(4,4,5,5-tetramethyl-1,3,2-dioxaborolane-2-yl)-3,6-dihydropyridine-1(2H)-yl)cyclopropane-1-carboxylate CC1(OB(OC1(C)C)C=1CCN(CC1)C1(CC1)C(=O)OC)C